N-(1-(3-chloro-phenyl)-2-hydroxy-ethyl)-1-(2-((2,3-dihydrobenzofuran-5-yl)amino)pyridin-4-yl)-1H-imidazole-4-carboxamide ClC=1C=C(C=CC1)C(CO)NC(=O)C=1N=CN(C1)C1=CC(=NC=C1)NC=1C=CC2=C(CCO2)C1